5-methyl-3-oxo-1,2,3,6,8,9-hexahydro-2,4,7-triaza-cyclopenta[a]naphthalene-7-carboxylic acid tert-butyl ester C(C)(C)(C)OC(=O)N1CC2=C(N=C3C(=C2CC1)CNC3=O)C